4-ethyl-1,3-Dioxolane C(C)C1OCOC1